CC=1OC2=C(C1)C=C(C=C2)OCC=2C(N(C=CC2)C=2C=NNC2)C(F)(F)F 2-methyl-N-(1H-pyrazol-4-yl)-5-((2-(trifluoromethyl)pyridin-3-yl)methoxy)benzofuran